C1(CCCC1)S(=O)(=O)C(=[N+]=[N-])S(=O)(=O)C1=C(C=CC=C1)F cyclopentylsulfonyl-(2-fluorophenylsulfonyl)diazomethane